niobium-magnesium lead [Pb].[Mg].[Nb]